C(C)C(COC=1C=C(C=C(C1)CNCCCNCCCNCC(C)C)CNCCCNCCCNCC(C)C)CC N1,N1'-((5-(2-Ethylbutoxy)-1,3-phenylene)bis(methylene))bis(N3-(3-(isobutylamino)propyl)propane-1,3-diamine)